1,4-bis(2-pyridyl)piperazine N1=C(C=CC=C1)N1CCN(CC1)C1=NC=CC=C1